C(C)(C)(C)C1=C(C(=CC(=C1)C(C)C)C(C)C)O 2-(tert-Butyl)-4,6-diisopropylphenol